NC=1N=C(SC1C(C1=CC=C(C=C1)OC)=O)N(C1=CC2=C(OC(O2)(F)F)C=C1)C(C(=O)N)C [[4-amino-5-(4-methoxybenzoyl)thiazol-2-yl]-(2,2-difluoro-1,3-benzodioxol-5-yl)amino]propanamide